2-(4-methylthiobenzoyl)-2-morpholinopropane CC1=CC=C(C(=S)C(C)(C)N2CCOCC2)C=C1